CN1N=C(C=C1)C 2,5-dimethylpyrazol